9-(4-(1H-imidazol-2-yl)benzyl)-2-(2-isopropylphenyl)-7-methyl-7,9-dihydro-8H-purin-8-one N1C(=NC=C1)C1=CC=C(CN2C3=NC(=NC=C3N(C2=O)C)C2=C(C=CC=C2)C(C)C)C=C1